4-[3-(trifluoromethyl)-3H-diazirin-3-yl]benzene-1-sulfonamide FC(C1(N=N1)C1=CC=C(C=C1)S(=O)(=O)N)(F)F